The molecule is a polymeric complex of zinc with the ethylene bis(dithiocarbamate) anionic ligand. Formerly used as an agricultural fungicide for the control of downy mildews and rusts, its use is no longer permitted in the US or the EU. It has a role as an antifungal agrochemical. It is a macromolecule, a zinc coordination entity and a dithiocarbamate salt. It contains an ethylenebis(dithiocarbamate). C(CNC(=S)[S-])NC(=S)[S-].[Zn+2]